C(C(CO)OP(=O)(O)O)O 2-glycerophosphate